FC=1C=C2C(=CNC(C2=CC1F)=O)[C@@H](C)N(C(=O)C=1NC2=CC=CC=C2C1)CCCO (R)-N-(1-(6,7-difluoro-1-oxo-1,2-dihydroisoquinolin-4-yl)ethyl)-N-(3-hydroxypropyl)-1H-indole-2-carboxamide